Cl.Cl.ClC1=CNC2=NC=C(C=C21)CNC([C@H](C)NC(=O)[C@@H]2NC[C@H](C2)CC2=CC(=CC=C2)Cl)=O (2R,4S)-N-((S)-1-(((3-chloro-1H-pyrrolo[2,3-b]pyridin-5-yl)methyl)amino)-1-oxopropan-2-yl)-4-(3-chlorobenzyl)pyrrolidine-2-carboxamide di-hydrochloride